N-(2-((1S,3S,5S)-3-cyano-2-azabicyclo[3.1.0]hex-2-yl)-2-oxoethyl)-7-(difluoromethyl)quinoline-4-carboxamide C(#N)[C@H]1N([C@H]2C[C@H]2C1)C(CNC(=O)C1=CC=NC2=CC(=CC=C12)C(F)F)=O